N(=[N+]=[N-])CCOCCOCCOCCOCCOCCN1CCOCC1 4-(17-azido-3,6,9,12,15-pentaoxaheptadecyl)morpholine